FC1=CC(=C(C(=O)NCCC2=CNC3=CC=C(C=C23)F)C=C1)NC1=CC(=C(C(=C1)OC)OC)OC 4-fluoro-N-(2-(5-fluoro-1H-indol-3-yl)ethyl)-2-((3,4,5-trimethoxyphenyl)amino)benzamide